2-methoxy-4-(3-(piperidin-4-yl)-1H-pyrazol-5-yl)pyridine COC1=NC=CC(=C1)C1=CC(=NN1)C1CCNCC1